CC=1C=C(C=2N(C1)N=CN2)C2C1(CC1(CN2)C(F)(F)F)C(=O)O (6-methyl-[1,2,4]triazolo[1,5-a]pyridin-8-yl)-5-(trifluoromethyl)-3-azabicyclo[3.1.0]hexane-1-carboxylic acid